OC=1C=C(C=CC1O)C[C@@H](C(=O)O)NC(C(C)(OP(=O)(O)O)C)=O (2S)-3-(3,4-dihydroxyphenyl)-2-[(2-methyl-2-phosphonooxypropionyl)amino]propanoic acid